but-2-yn-1-yl ((2,2-dioxo-1,2-oxathiolan-5-yl) methyl) sulfate S(=O)(=O)(OCC#CC)OCC1CCS(O1)(=O)=O